4,11-dimethyl-1,4,8,11-tetraazabicyclo[6.6.2]hexadecane CN1CCN2CCCN(CCN(CCC1)CC2)C